C(C)(=O)OCC(=CCCC=C)C 2-methyl-2,6-heptadienyl acetate